C(C)C=1N=C(C2=C(N1)SC(=C2)C)NCCCC2=CC=C(C=C2)O 4-(3-((2-ethyl-6-methylthieno[2,3-d]pyrimidin-4-yl)amino)propyl)phenol